COC1=CC=C(CN(C2=CC(=C(C=C2F)C(C)=O)Br)CC2=CC=C(C=C2)OC)C=C1 (4-(bis(4-methoxybenzyl)amino)-2-bromo-5-fluorophenyl)ethan-1-one